Ethyl 2-chloromethyl-3-(oxetan-2-ylmethyl)-3H-imidazo[1,2-b][1,2,4]triazole-6-carboxylate ClCC=1N(C=2N(N1)C(=CN2)C(=O)OCC)CC2OCC2